N[C@H]1CN(C[C@@H](C1)F)C(=O)C=1C=CC=2N(C1)N=C(C2C)C=2N(C1=C(C=CC=C1C2)C2CCN(CC2)C(=O)C2OCCCC2)CC2CC2 ((3R,5R)-3-amino-5-fluoropiperidin-1-yl)(2-(1-(cyclopropylmethyl)-7-(1-(tetrahydro-2H-pyran-2-carbonyl)piperidin-4-yl)-1H-indol-2-yl)-3-methylpyrazolo[1,5-a]pyridin-6-yl)methanone